(4S,6S)-ethyl 4-fluoro-6-phenyl-5,6-dihydro-4H-pyrrolo[1,2-b]pyrazole-2-carboxylate F[C@H]1C[C@H](N2N=C(C=C21)C(=O)OCC)C2=CC=CC=C2